(3R)-1-((R)-5-(tert-Butyl)-2-thioxothiazolidin-3-yl)-3-hydroxy-5-((4R,5S)-2-(4-methoxy-phenyl)-4-methyl-5-vinyl-1,3-dioxolan-4-yl)pentan-1-one C(C)(C)(C)[C@@H]1CN(C(S1)=S)C(C[C@@H](CC[C@]1(OC(O[C@H]1C=C)C1=CC=C(C=C1)OC)C)O)=O